C(CCC)C1=NN2C(C(=N1)N(CC1=CC=C(C=C1)OC)CC1=CC=C(C=C1)OC)=NC=C2 2-butyl-N,N-bis(4-methoxybenzyl)imidazo[2,1-f][1,2,4]triazin-4-amine